N-(3-((R)-1-(((R/S)-2,8-dimethyl-6-morpholino-8,9-dihydrofuro[2,3-h]quinazolin-4-yl)amino)ethyl)-5-(trifluoromethyl)phenyl)acetamide CC1=NC2=C3C(=C(C=C2C(=N1)N[C@H](C)C=1C=C(C=C(C1)C(F)(F)F)NC(C)=O)N1CCOCC1)O[C@@H](C3)C |&1:35|